ClC=1C=C(C=C(C1)NS(=O)(=O)C)NC(=O)C=1C=NN(C1)C1=CC=C(C=N1)N1CCN(CC1)C(=O)OC(C)(C)C tert-butyl 4-(6-{4-[(3-chloro-5-methanesulfonamidophenyl)carbamoyl]-1H-pyrazol-1-yl} pyridin-3-yl)piperazine-1-carboxylate